[F-].C(CCCCCCCCCCC)[N+]1=C(C=CC=C1)CCCC 1-Dodecyl-2-butylpyridinium fluorid